methylimidazo[2',1':2,3]thiazolo[4,5-c]pyridine-7-carboxamide CC=1N=C2SC3=C(C=NC(=C3)C(=O)N)N2C1